2-(4,4-difluoroazepan-1-yl)-7-fluoro-N-(2-(methylthio)pyridin-4-yl)quinoline-3-carboxamide Diethyl-4-(pentafluoroethyl)-1H-pyrazole-3,5-dicarboxylate C(C)OC(=O)C1=NNC(=C1C(C(F)(F)F)(F)F)C(=O)OCC.FC1(CCN(CCC1)C1=NC2=CC(=CC=C2C=C1C(=O)NC1=CC(=NC=C1)SC)F)F